5-chloro-7-isopropyl-4-phenyl-7H-pyrrolo[2,3-d]pyrimidine ClC1=CN(C=2N=CN=C(C21)C2=CC=CC=C2)C(C)C